C(C)(C)N1CCN(CC1)C1=CC=C(C=C1)C=1C=C(C2=C(N(C(=N2)C2=CC=C(C=C2)S(=O)(=O)C)C)C1)C1CCN(CC1)C1CCOCC1 6-(4-(4-isopropylpiperazin-1-yl)phenyl)-1-methyl-2-(4-(methylsulfonyl)phenyl)-4-(1-(tetrahydro-2H-pyran-4-yl)piperidin-4-yl)-1H-benzo[d]imidazole